methyl (S)-2-amino-3-(5-bromochroman-8-yl)propanoate N[C@H](C(=O)OC)CC=1C=CC(=C2CCCOC12)Br